(R)-4-(1-acryloylpiperidin-3-yl)-3-chloro-5-fluoro-2-methyl-1H-indole-7-carboxamide C(C=C)(=O)N1C[C@H](CCC1)C1=C2C(=C(NC2=C(C=C1F)C(=O)N)C)Cl